The molecule is an organic bromide salt having (1alpha,2beta,4beta,5alpha,7beta)-7-[(hydroxydi-2-thienylacetyl)oxy]-9,9-dimethyl-3-oxa-9-azoniatricyclo[3.3.1.0(2,4)]nonane as the counterion. Used (in the form of the hydrate) for maintenance treatment of airflow obstruction in patients with chronic obstructive pulmonary disease. It has a role as a bronchodilator agent and a muscarinic antagonist. It is an organic bromide salt and a quaternary ammonium salt. C[N+]1([C@@H]2CC(C[C@H]1[C@H]3[C@@H]2O3)OC(=O)C(C4=CC=CS4)(C5=CC=CS5)O)C.[Br-]